C(CCC)[Sn](C1=CC(=CC(=C1)[N+](=O)[O-])C)(CCCC)CCCC tributyl(3-methyl-5-nitrophenyl)stannane